ClC1=CC(=NC=C1C)NC(C)=O N-(4-chloro-5-methylpyridin-2-yl)acetamide